BrC=1C(=C(C=CC1)C(F)(F)F)C 3-bromo-2-methylbenzotrifluoride